C(C)(C)(C)OC(=O)NNC(C(C(=O)O)(C)C)=O 3-(2-(tert-butoxycarbonyl)hydrazineyl)-2,2-dimethyl-3-oxopropanoic acid